N-[2-(dimethylamino)-ethyl]acrylamide CN(CCNC(C=C)=O)C